FC1=C(C=C(C=C1)C(CC#N)O)OCC1=C(CCCC1(C)C)C 3-(4-fluoro-3-((2,6,6-trimethylcyclohex-1-en-1-yl)methoxy)phenyl)-3-hydroxypropanenitrile